N1(N=CC=C1)CCNC=1C(=C(C=C(C1)Br)Cl)N N1-(2-(1H-pyrazol-1-yl)ethyl)-5-bromo-3-chlorobenzene-1,2-diamine